8-chloro-7-[(2-methyl-3H-benzimidazol-5-yl)oxy]-2-[5-methyl-1-(4-piperidylmethyl)pyrazol-4-yl]quinoxaline ClC=1C(=CC=C2N=CC(=NC12)C=1C=NN(C1C)CC1CCNCC1)OC1=CC2=C(N=C(N2)C)C=C1